C(CCCCCCCCCCC)N1CCN(CC1)CCCC(CO)O 5-(4-dodecyl-1-piperazinyl)-1,2-pentanediol